ClC1=CC(=C(C=C1)NC=1C(=C(C=NC1)CC1=C(C(=NC=C1)N)F)C(F)(F)F)F 4-({5-[(4-chloro-2-fluorophenyl)amino]-4-(trifluoromethyl)pyridin-3-yl}methyl)-3-fluoropyridin-2-amine